CC1=C(C=CC(=C1)N)C1=CCC(N)(C=C1)C 2,4'-dimethylbenzidine